2-(((cis-4-ethoxycyclohexyl)amino)-7H-pyrrolo[2,3-d]pyrimidin-5-yl)pyrazolo[1,5-a]pyridine-3-carboxamide C(C)O[C@H]1CC[C@H](CC1)NC=1N=CC2=C(N1)NC=C2C2=NN1C(C=CC=C1)=C2C(=O)N